[3,4-dichloro-10-(1H-pyrazol-4-yl)-6,7,8,9-tetrahydropyrido[1,2-a]indol-8-yl]methanol ClC1=CC=C2C(=C3N(C2=C1Cl)CCC(C3)CO)C=3C=NNC3